N,N-dimethylaminocyclohexane methyl-3-((tert-butoxycarbonyl)amino)bicyclo[1.1.1]pentane-1-carboxylate COC(=O)C12CC(C1)(C2)NC(=O)OC(C)(C)C.CN(C)C2CCCCC2